C1=CC=C2C(=C1)C=C(C(=C2CC3=C(C(=CC4=CC=CC=C43)C(=O)O)[O-])[O-])C(=O)O pamoate